C(#N)C1=CC(=C(COC2=CC=CC(=N2)C2CCN(CC2)CC2=NC3=C(N2C[C@H]2OCC2)C=C(C=C3)C(=O)OC)C=C1)F methyl (S)-2-((4-(6-((4-cyano-2-fluorobenzyl)oxy)pyridin-2-yl)piperidin-1-yl)methyl)-1-(oxetan-2-ylmethyl)-1H-benzo[d]imidazole-6-carboxylate